C(C)(C)(C)OC(=O)N1CC2=C3CCCC3=NC=C2C1 3,6,7,8-tetrahydro-1H-2,5-diaza-as-indacene-2-carboxylic acid tert-butyl ester